(quinazolin-2-ylamino)isoindoline-2-carbonitrile N1=C(N=CC2=CC=CC=C12)NC1N(CC2=CC=CC=C12)C#N